3-O-(6'-O-octadecanoyl-beta-D-glucopyranosyl)-cholest-5-en-3beta-ol C(CCCCCCCCCCCCCCCCC)(=O)OC[C@@H]1[C@H]([C@@H]([C@H]([C@@H](O1)O[C@@H]1CC2=CC[C@H]3[C@@H]4CC[C@H]([C@@H](CCCC(C)C)C)[C@]4(CC[C@@H]3[C@]2(CC1)C)C)O)O)O